6-[4-[Acetyl(3,3,3-trifluoropropyl)amino]phenyl]-N-(3-pyridylmethyl)pyridine-3-carboxamide C(C)(=O)N(C1=CC=C(C=C1)C1=CC=C(C=N1)C(=O)NCC=1C=NC=CC1)CCC(F)(F)F